N1=C2C(=C(C=C1)NC(C1=C(C=C(C=C1)NS(=O)(=O)CCO)N1CCC3(CC3)CC1)=O)N=C1N2CCC1 N-(7,8-dihydro-6H-pyrrolo[2',1':2,3]imidazo[4,5-b]pyridin-4-yl)-4-(2-hydroxyethanesulfonylamino)-2-(6-azaspiro[2.5]octan-6-yl)benzamide